O1C(=CC=C1C(=O)O)C(=O)O.FC=1C=C(CC2CCC(N2)=O)C=CC1F 5-(3,4-difluorobenzyl)pyrrolidin-2-one 2,5-furanedicarboxylate